ClC1=CC=C(C=C1)C1=CN=C2SC(=NN21)C2=CC=C(C=C2)C(=O)N2CCOCC2 (4-(5-(4-chlorophenyl)imidazo[2,1-b][1,3,4]thiadiazol-2-yl)phenyl)(morpholino)methanone